N=1C=NN2C1C=C(C=C2)OC2=CC(=C(C=C2C)NC2=NC=NC1=C2N=C(N=C1)N1CCN(CC1)C(=O)OC(C)(C)C)OC tert-Butyl 4-(8-((4-([1,2,4]triazolo[1,5-a]pyridin-7-yloxy)-2-methoxy-5-methylphenyl)amino)pyrimido[5,4-d]pyrimidin-2-yl)piperazine-1-carboxylate